6-cyano-N-(3,4-difluorobenzyl)-3-(((5-(1-methyl-1H-imidazo[4,5-c]quinolin-8-yl)thiophen-2-yl)methyl)amino)pyrazine-2-carboxamide C(#N)C1=CN=C(C(=N1)C(=O)NCC1=CC(=C(C=C1)F)F)NCC=1SC(=CC1)C1=CC=2C3=C(C=NC2C=C1)N=CN3C